(2-((5-bromo-2-((2-cyclobutoxy-5-(1-methyl-1H-pyrazol-4-yl)-4-(4-(piperazine-1-yl)piperidin-1-yl)phenyl)amino)pyrimidin-4-yl)amino)-5-fluorophenyl)dimethylphosphine oxide BrC=1C(=NC(=NC1)NC1=C(C=C(C(=C1)C=1C=NN(C1)C)N1CCC(CC1)N1CCNCC1)OC1CCC1)NC1=C(C=C(C=C1)F)P(C)(C)=O